N-[5-(amino-sulfonyl)-4-methyl-1,3-thiazol-2-yl]-N-methyl-2-[4-(2-pyridinyl)-phenyl]acetamide monomesylate monohydrate O.S(C)(=O)(=O)O.NS(=O)(=O)C1=C(N=C(S1)N(C(CC1=CC=C(C=C1)C1=NC=CC=C1)=O)C)C